7-(1,4-diazepan-1-yl)-2-(2-methyl-1,3-benzothiazol-6-yl)-4H-pyrido[1,2-a]pyrimidin-4-one N1(CCNCCC1)C=1C=CC=2N(C(C=C(N2)C2=CC3=C(N=C(S3)C)C=C2)=O)C1